FC1=CC=C(CCN[C@H](C(=O)C2=CNC3=CC=CC=C23)C2=CC=CC=C2)C=C1 |r| (S)- and (R)-2-((4-fluorophenethyl)amino)-1-(1H-indol-3-yl)-2-phenylethan-1-one